N-(2'-(4,4-difluorocyclohexyl)-3,5-difluoro-[2,4'-bipyridyl]-3'-yl)-2-isopropoxypyrimidine-5-carboxamide FC1(CCC(CC1)C1=NC=CC(=C1NC(=O)C=1C=NC(=NC1)OC(C)C)C1=NC=C(C=C1F)F)F